CC=1N=C(C=2N(C1C=1C=C3N=CC=NC3=CC1)N=CC2)N2CCC1(CC2)[C@@H](C=2C(=NC=CC2)C1)NC(OC(C)(C)C)=O tert-butyl N-[(5S)-1'-(6-methyl-7-quinoxalin-6-yl-pyrazolo[1,5-a]pyrazin-4-yl)spiro[5,7-dihydrocyclopenta[b]pyridine-6,4'-piperidine]-5-yl]carbamate